N-(1-(7-Methoxyquinolin-5-yl)cyclopropyl)-2-methyl-5-((1-methyl-piperidin-2-yl)methoxy)benzamide COC1=CC(=C2C=CC=NC2=C1)C1(CC1)NC(C1=C(C=CC(=C1)OCC1N(CCCC1)C)C)=O